N1(CCC1)C(=O)N1C[C@H](N(CC1)C1=NC=C2C(=N1)N(N=C2C2=C(C(=C(C(=C2)C(F)(F)F)F)O)F)C)CC2=CC=CC=C2 (R)-Azetidin-1-yl(3-benzyl-4-(3-(2,4-difluoro-3-hydroxy-5-(trifluoromethyl)phenyl)-1-methyl-1H-pyrazolo[3,4-d]pyrimidin-6-yl)piperazin-1-yl)methanone